1-bromo-4-[1-(dimethylphosphoryl)cyclopropyl]benzene BrC1=CC=C(C=C1)C1(CC1)P(=O)(C)C